allyloxy-1,2-dihydroxypropane C(C=C)OC(C(C)O)O